1-(2,6-Dihydroxy-[1,1'-biphenyl]-3-yl)-3,3-dimethylbutan-1-one OC1=C(C(=CC=C1C(CC(C)(C)C)=O)O)C1=CC=CC=C1